tert-butyl 7-(5-((R)-1-(tert-butoxycarbonyl)pyrrolidin-3-yl)-5-fluoropentyl)-2-methyl-3,4-dihydro-1,8-naphthyridine-1(2H)-carboxylate C(C)(C)(C)OC(=O)N1C[C@@H](CC1)C(CCCCC1=CC=C2CCC(N(C2=N1)C(=O)OC(C)(C)C)C)F